C(#N)C1=[N+](C=C(C=C1C1=NN(C=C1)C)C1=CC=C(C=C1)F)[O-] 2-cyano-5-(4-fluorophenyl)-3-(1-methyl-1H-pyrazol-3-yl)pyridine 1-oxide